C[C@H]1[C@@H](CCC1)N1CC(CCC1)C(=O)O |r| 1-((1RS,2RS)-2-Methyl-cyclopentyl)-piperidine-3-carboxylic acid